C1COC2=CC=CC=C2C1=O isochromanone